NC=1N=CC=2N=CN=C(C2N1)NC(C(CCCC)C)O ((6-aminopyrimido[5,4-d]pyrimidin-4-yl)amino)-2-methylhexan-1-ol